2-(3-([1,1'-biphenyl]-3-yl)-5-amino-4-(4-sulfamoylbenzyl)-1H-pyrazol-1-yl)thiazole-4-carboxylic acid C1(=CC(=CC=C1)C1=NN(C(=C1CC1=CC=C(C=C1)S(N)(=O)=O)N)C=1SC=C(N1)C(=O)O)C1=CC=CC=C1